4-[5-(cyclopentylidenemethyl)-2-thienyl]-3-nitro-pyridine-2-amine C1(CCCC1)=CC1=CC=C(S1)C1=C(C(=NC=C1)N)[N+](=O)[O-]